NC1=C(C=NN1C(C)(C)C)C(=O)NCC#CC1=NN2C(C=C(C=C2N[C@H]2[C@H](CN(CC2)C)F)C)=C1CC(F)(F)F 5-amino-1-tert-butyl-N-[3-(7-{[(3S,4R)-3-fluoro-1-methylpiperidin-4-yl]amino}-5-methyl-3-(2,2,2-trifluoroethyl)pyrazolo[1,5-a]pyridin-2-yl)prop-2-yn-1-yl]-1H-pyrazole-4-carboxamide